SCCC(=O)OC1CCC(CC1)OC(CCS)=O cyclohexane-1,4-diol bis(3-mercaptopropionate)